N1C(NC(NC1=O)=O)=O s-triazinetrione